2-(3,5-difluoro-4-hydroxyphenyl)-6,7-dihydrobenzo[d]thiazol-4(5H)-one FC=1C=C(C=C(C1O)F)C=1SC2=C(N1)C(CCC2)=O